6-[1-({4-[5-(Difluoromethyl)-1,3,4-oxadiazol-2-yl]-2-fluorophenyl}methyl)-1H-1,2,3-triazol-4-yl]thieno[2,3-d]pyrimidin-4-amine FC(C1=NN=C(O1)C1=CC(=C(C=C1)CN1N=NC(=C1)C1=CC2=C(N=CN=C2N)S1)F)F